tert-butyl 4-(4-((4-aminobenzyl)oxy)phenyl)-1H-imidazole-1-carboxylate NC1=CC=C(COC2=CC=C(C=C2)C=2N=CN(C2)C(=O)OC(C)(C)C)C=C1